FC(C1=CN=C(N=N1)N[C@@H]1C[C@H](CC1)NC1=CC=C(C=N1)N1C(C=CC=C1)=O)(F)F 6'-(((1S,3S)-3-((6-(trifluoromethyl)-1,2,4-triazin-3-yl)amino)cyclopentyl)amino)-2H-[1,3'-bipyridinyl]-2-one